ethyl 2-(4-((1R,2S)-2-((4-bromo-3-methylphenoxy)methyl)cyclopropyl)piperidin-1-yl)acetate BrC1=C(C=C(OC[C@@H]2[C@H](C2)C2CCN(CC2)CC(=O)OCC)C=C1)C